C(C1=CC=CC=C1)N1[C@H]2[C@@H](N(C[C@@H]1CC2)C(=O)OC(C)(C)C)[C@@H](C)O tert-butyl (1R,2R,5S)-8-benzyl-2-((R)-1-hydroxyethyl)-3,8-diazabicyclo[3.2.1]octane-3-carboxylate